3-[(2-imino-4-methyl-2,3-dihydro-1,3-oxazol-3-yl)methyl]benzene N=C1OC=C(N1CC=1C=CC=CC1)C